NC[C@H]1CC[C@H](O1)C(=O)N1[C@H](C2=CC=CC=C2CC1)C1=CC=C(C=C1)F ((2S,5r)-5-(aminomethyl)tetrahydrofuran-2-yl)((S)-1-(4-fluorophenyl)-3,4-dihydroisoquinolin-2(1H)-yl)methanone